FC1=C(C=CC(=C1)F)C1=NC(=NC2=NC(=C(N=C12)C)C)[C@@H]1C[C@@H](OCC1)C=1C=NC(=CC1)OC 4-(2,4-difluorophenyl)-2-[(2R,4S)-2-(6-methoxy-3-pyridyl)tetrahydropyran-4-yl]-6,7-dimethyl-pteridine